Fluorocarbonat C([O-])(=O)F